1-(difluoromethyl)-1H-pyrazol-3-amine FC(N1N=C(C=C1)N)F